FC=1C=C(N)C=CC1C1CC2COCC(C1)C21OCCO1 3-fluoro-4-spiro[1,3-dioxolane-2,9'-3-oxabicyclo[3.3.1]nonane]-7'-yl-aniline